C(CCCCS(=O)(=O)[O-])CS(=O)(=O)[O-] butane-1,4-diyldimethanesulfonate